ClC1=NC=C(C(=O)NC([2H])([2H])[2H])C(=C1)NC1=CN(C2=C1C(N(C=C2F)C)=O)C 6-Chloro-4-((7-fluoro-1,5-dimethyl-4-oxo-4,5-dihydro-1H-pyrrolo[3,2-c]pyridin-3-yl)amino)-N-(methyl-d3)nicotinamide